C(CCCCCCCCCCCC)[Si](OC(C)C)(OC(C)C)C tridecanyl-methyldiisopropyloxysilane